31-(tetracos-15-enoyloxy)-hentriacontanoic acid C(CCCCCCCCCCCCCC=CCCCCCCCC)(=O)OCCCCCCCCCCCCCCCCCCCCCCCCCCCCCCC(=O)O